7-(bromomethyl)-1-tosyl-1H-indole BrCC=1C=CC=C2C=CN(C12)S(=O)(=O)C1=CC=C(C)C=C1